[N+](=O)([O-])C=1C=NN(C1)C1CC2(CNC2)C1 6-(4-nitro-1H-pyrazol-1-yl)-2-azaspiro[3.3]heptane